COC=1C=C(C=CC1NCC#CC=1N(C2=CC=CC(=C2C1)NC1CCC(CC1)N(C)C)CC(F)(F)F)S(=O)(=O)NC1=NOC=C1 3-methoxy-N-(1,2-oxazol-3-yl)-4-{[3-(4-{[(1S,4S)-4-(dimethylamino)cyclohexyl]amino}-1-(2,2,2-trifluoroethyl)-1H-indol-2-yl)prop-2-yn-1-yl]amino}benzene-1-sulfonamide